N-(3-methoxy-4-(4-(1-methylpiperidin-4-yl)piperazin-1-yl)phenyl)formamide COC=1C=C(C=CC1N1CCN(CC1)C1CCN(CC1)C)NC=O